OC[C@H](NC(C1=C(C=C(C=C1)OCCOCCOC)O)=O)[C@@H]1CC[C@@H](N1C)C(=O)OC(C)(C)C tert-butyl (2R,5S)-5-[(1R)-2-hydroxy-1-[[2-hydroxy-4-[2-(2-methoxyethoxy) ethoxy] benzoyl] amino] ethyl]-1-methyl-pyrrolidine-2-carboxylate